(1R,2S,3R,5R)-3-[5-(4-benzyl-1,3-thiazol-2-yl)-2-chloropyrrolo[2,3-d]pyrimidin-7-yl]-5-[1-(2,2,2-trifluoroethyl)piperidin-4-yl]cyclopentane-1,2-diol C(C1=CC=CC=C1)C=1N=C(SC1)C1=CN(C=2N=C(N=CC21)Cl)[C@H]2[C@@H]([C@@H]([C@H](C2)C2CCN(CC2)CC(F)(F)F)O)O